NCCC(=O)N1CCNCC1 4-(3-aminopropanoyl)piperazin